(2R)-4-oxo-1-(9-phenylfluoren-9-yl)pyrrolidine-2-carboxylic acid methyl ester COC(=O)[C@@H]1N(CC(C1)=O)C1(C2=CC=CC=C2C=2C=CC=CC12)C1=CC=CC=C1